NC1=C(N=CC(=N1)N1CCC2(CC1)[C@@H](C1=CC=CC(=C1C2)OC)N)SC2=C(C(=NC=C2)N)Cl (S)-1'-(6-amino-5-((2-amino-3-chloropyridin-4-yl)thio)pyrazin-2-yl)-4-methoxy-1,3-dihydrospiro[indene-2,4'-piperidin]-1-amine